6-(2,6-dichlorophenyl)-2-({4-[6-(methylsulfonyl)-2,6-diazaspiro[3.3]hept-2-yl]phenyl}amino)imidazo[1,2-a]pyrimido[5,4-e]pyrimidin-5(6H)-one ClC1=C(C(=CC=C1)Cl)N1C=2N(C3=C(C1=O)C=NC(=N3)NC3=CC=C(C=C3)N3CC1(C3)CN(C1)S(=O)(=O)C)C=CN2